ClC=1C=C(C=NC1C)S(=O)(=O)N 5-chloro-6-methylpyridine-3-sulfonamide